O[C@@H]1C[C@H](N(C1)C([C@H](C(C)(C)C)NC(OC(C)(C)C)=O)=O)C=1NC(=CN1)C1=CC=C(C=C1)C1=C(N=CS1)C tert-butyl ((S)-1-((2S,4R)-4-hydroxy-2-(5-(4-(4-methylthiazol-5-yl)phenyl)-1H-imidazol-2-yl)pyrrolidin-1-yl)-3,3-dimethyl-1-oxobutan-2-yl)carbamate